5-bromo-4-chloro-1-(pent-4-en-1-yl)-1H-benzo[d][1,2,3]triazole BrC1=C(C2=C(N(N=N2)CCCC=C)C=C1)Cl